(S)-6-{2-Amino-2-[2-(benzo[d]isoxazol-3-yl)phenyl]ethyl}-N-(2-methoxyethyl)pyridin-2-amine N[C@@H](CC1=CC=CC(=N1)NCCOC)C1=C(C=CC=C1)C1=NOC2=C1C=CC=C2